C1(=CC=CC=C1)C=1SC(=NN1)C1CN(CCC1)C1=NC2=CC=CC=C2C=N1 2-phenyl-5-(1-(quinazolin-2-yl)piperidin-3-yl)-1,3,4-thiadiazole